(S)-2-(2,6-difluoro-4-((R)-3-(trifluoromethyl)morpholino)benzoylamino)-3-(8-(4-methoxy-6-methylpyrimidin-2-yl)quinolin-5-yl)propionic acid FC1=C(C(=O)N[C@H](C(=O)O)CC2=C3C=CC=NC3=C(C=C2)C2=NC(=CC(=N2)OC)C)C(=CC(=C1)N1[C@H](COCC1)C(F)(F)F)F